(Z)-1-(4-(2-methyl-5-(trifluoromethyl)phenyl)piperazin-1-yl)-3-(4-(pentafluoro-λ6-sulfaneyl)phenyl)prop-2-en-1-one CC1=C(C=C(C=C1)C(F)(F)F)N1CCN(CC1)C(\C=C/C1=CC=C(C=C1)S(F)(F)(F)(F)F)=O